(perfluorophenyl)ethan-1-d-1-ol FC1=C(C(=C(C(=C1F)F)F)F)C(C)(O)[2H]